O=C1N(C(C2=CC=CC=C12)=O)CC1=NNC(C2=CC=C(C=C12)NC(OC(C)(C)C)=O)=O tert-butyl N-[4-[(1,3-dioxoisoindolin-2-yl)methyl]-1-oxo-2H-phthalazin-6-yl]carbamate